CSCC1CN(C1)C(=O)O[C@@H]1CC[C@H](CC1)C(N(C[C@@H]1CC[C@H](CC1)C1=CC(=C(C=C1)OC)C)C1=CC(=CC=C1)C=1C=NN(C1)C1CC1)=O trans-4-((3-(1-Cyclopropyl-1H-pyrazol-4-yl)phenyl)((trans-4-(4-methoxy-3-methylphenyl)cyclohexyl)methyl)carbamoyl)cyclohexyl 3-((methylthio)-methyl)azetidine-1-carboxylate